C1(=CC=C(C=C1)N(C1=CC=C2C=CC3=CC=C(C4=CC=C1C2=C34)N(C3=CC=CC=C3)C3=CC=C(C=C3)C3=CC=CC=C3)C3=CC=CC=C3)C3=CC=CC=C3 N,N'-bis(biphenyl-4-yl)-N,N'-diphenylpyrene-1,8-diamine